6-(methylthio)-1,3,5-triazine CSC1=NC=NC=N1